O=C1NC(CC[C@H]1N1CCC2=C(C=CC=C12)N1CCC(CC1)(O)CC(=O)O)=O 2-[1-[1-[(3R)-2,6-dioxo-3-piperidyl]indolin-4-yl]-4-hydroxy-4-piperidyl]acetic acid